4,4'-dibromo diphenyl disulfide C1=CC(=CC=C1SSC2=CC=C(C=C2)Br)Br